FC1=NC(=CC=C1N1CCN(CC1)CC=1C=C2NC(C=3N(C2=C(C1)Cl)N=CC3)=O)C(NC)=O 7-((4-(2-fluoro-6-(methylcarbamoyl)pyridin-3-yl)piperazin-1-yl)methyl)-9-chloropyrazolo[1,5-a]quinoxalin-4(5H)-one